cyclopentyl α-acetoxyisobutyrate C(C)(=O)OC(C(=O)OC1CCCC1)(C)C